(E)-3,7-dimethyloctan-2,6-dien-1-ol C\C(=C/CO)\CCC=C(C)C